Cl[Pd-2](Cl)(Cl)(Cl)(Cl)Cl.[NH4+].[NH4+] ammonium hexachloropalladium (iv)